DL-valinamide hydrochloride Cl.N[C@@H](C(C)C)C(=O)N |r|